N1=CC=C(C=C1)CN1N=C(N=N1)C1=CC=C(C=C1)S(=O)(=O)NCC(=O)O 2-(4-(2-(pyridin-4-ylmethyl)-2H-tetrazol-5-yl)phenylsulfonylamino)acetic acid